hydroxyethyl-phosphine chloride [Cl-].OCCP